3-(4-(2,5-Diazabicyclo[2.2.2]octan-2-yl)-8-fluoro-2-(((2R,7aS)-2-fluorotetrahydro-1H-pyrrolizin-7a(5H)-yl)methoxy-d2)pyrido[4,3-d]pyrimidin-7-yl)-4-cyclobutyl-5-fluorophenol C12N(CC(NC1)CC2)C=2C1=C(N=C(N2)OC([2H])([2H])[C@]23CCCN3C[C@@H](C2)F)C(=C(N=C1)C=1C=C(C=C(C1C1CCC1)F)O)F